hexafluoro-2-methoxypropane FC(C(C(F)(F)F)OC)(F)F